C1(CCCCC1)N1C(N(C2=C1C=CC=C2)C)=C=C2N(C1=C(N2C2CCCCC2)C=CC=C1)C bis(1-cyclohexyl-3-methyl-benzimidazol-2-ylidene)methane